C(C=C)(=O)OC1(C(C(=O)O)(CCCC1)CC)C(=O)O acryloyloxy-ethylhexahydrophthalic acid